3-(6-(3-methyl-2-oxoimidazolin-1-yl)-2-azabicyclo[2.2.1]heptan-2-yl)-1,2,4-triazine-6-carboxamide CN1C(N(CC1)C1CC2CN(C1C2)C=2N=NC(=CN2)C(=O)N)=O